C1(CC1)CC1=C(C(=NN1C=1SC=C(N1)C(=O)OCC)OS(=O)(=O)C(F)(F)F)CC1=CC(=C(C=C1)S(N)(=O)=O)F Ethyl 2-(5-(cyclopropylmethyl)-4-(3-fluoro-4-sulfamoylbenzyl)-3-(((trifluoromethyl)sulfonyl)oxy)-1H-pyrazol-1-yl)thiazole-4-carboxylate